C[C@@H]1N(CC[C@H]2[C@@H](CCC[C@H]12)[C@@H](C(F)(F)F)O)C(CC1=C(C#N)C=CC(=C1Cl)OC)=O 2-[2-[(1S,4aR,5R,8aS)-1-methyl-5-[(1S)-2,2,2-trifluoro-1-hydroxy-ethyl]-3,4,4a,5,6,7,8,8a-octahydro-1H-isoquinolin-2-yl]-2-oxo-ethyl]-3-chloro-4-methoxy-benzonitrile